4-Phenyl-10-thia-2,4-diazatricyclo[7.3.0.03,7]dodeca-1(9),3(7),11-triene-8-one C1(=CC=CC=C1)N1C=2NC=3C=CSC3C(C2CC1)=O